C(C)(C)(C)[Si](O[C@@H]1C[C@@H](CNC1)NC1=NC=C(C(=N1)C1=CNC2=CC=CC=C12)C(F)(F)F)(C)C N-[(3S,5R)-5-[tert-butyl-(dimethyl)silyl]oxy-3-piperidyl]-4-(1H-indol-3-yl)-5-(trifluoromethyl)pyrimidin-2-amine